N-[4-[(4-Methoxyphenyl)methyl]-6-phenyl-pyrimidin-2-yl]benzenesulfonamide COC1=CC=C(C=C1)CC1=NC(=NC(=C1)C1=CC=CC=C1)NS(=O)(=O)C1=CC=CC=C1